FC(OC1=CC=CC=2C(N([C@H]3C=4N([C@@H](C21)C3)C3=C(N4)C=CC(=C3)C#CCCNCC)C([2H])([2H])[2H])=O)F (7R,14R)-1-(difluoromethoxy)-11-(4-(ethylamino)but-1-yn-1-yl)-6-(methyl-d3)-6,7-dihydro-7,14-methanobenzo[f]benzo[4,5]imidazo[1,2-a][1,4]diazocin-5(14H)-one